(2-(diallyl phosphoryl) phenyl)Benzyl carbamate C(N)(OC(C1=CC=CC=C1)C1=C(C=CC=C1)P(=O)(CC=C)CC=C)=O